O1C(=CC=C1)C=1OC=CC1 bifurane